1-(4-chloro-5-methyl-6,8-dihydro-7H-pyrrolo[3,4-e][1,2,4]triazolo[1,5-a]pyridin-7-yl)-2-(1-(5-(trifluoromethyl)pyrimidin-2-yl)azetidin-3-yl)ethan-1-one ClC=1C=2N(C3=C(C1C)CN(C3)C(CC3CN(C3)C3=NC=C(C=N3)C(F)(F)F)=O)N=CN2